NC=1C2=C(N=CN1)N(C=C2C2=CC=C(C=C2)C2CCN1N(C(C(=C12)C(=O)N)=O)C1=CC=CC=C1)C1CC1 (4-(4-amino-7-cyclopropyl-7H-pyrrolo[2,3-d]pyrimidin-5-yl)phenyl)-2-oxo-1-phenyl-2,4,5,6-tetrahydro-1H-pyrrolo[1,2-b]pyrazole-3-carboxamide